3-acetyl-7-((4-(indol-1-yl)-pyrimidin-2-yl)amino)-4-morpholino-2H-benzopyran-2-one C(C)(=O)C=1C(OC2=C(C1N1CCOCC1)C=CC(=C2)NC2=NC=CC(=N2)N2C=CC1=CC=CC=C21)=O